4'-{[(trans)-3-methyl-1-{[4-(propan-2-yl)phenyl]carbamoyl}-DL-prolyl]amino}[1,1-biphenyl]-4-carboxylic acid C[C@@H]1[C@H](N(CC1)C(NC1=CC=C(C=C1)C(C)C)=O)C(=O)NC1=CC=C(C=C1)C1=CC=C(C=C1)C(=O)O